C(C1=CC=CC=C1)O[C@@H](CO[Si](C1=CC=CC=C1)(C1=CC=CC=C1)C(C)(C)C)[C@H](OCC1=CC=CC=C1)[C@H](O)COC1=CC=C(C=C1)OC 2,3-di-O-benzyl-5-O-(4-methoxyphenyl)-1-O-tert-butyldiphenylsilyl-D-ribitol